5-((2SR,3RS)-3-hydroxybutan-2-yl)benzene-1,3-diol O[C@@H]([C@@H](C)C=1C=C(C=C(C1)O)O)C |r|